6-((3-(((tert-Butyldiphenylsilyl)oxy)methyl)-1-methyl-1H-pyrazol-5-yl)ethynyl)-8-((4-methoxybenzyl)oxy)quinoline [Si](C1=CC=CC=C1)(C1=CC=CC=C1)(C(C)(C)C)OCC1=NN(C(=C1)C#CC=1C=C2C=CC=NC2=C(C1)OCC1=CC=C(C=C1)OC)C